7-methoxy-N-ethyl-6-[3-(pyrrolidin-1-yl)propoxy]-1,2,3,4-tetrahydroacridin COC1=C(C=C2N(C3CCCCC3=CC2=C1)CC)OCCCN1CCCC1